CC=1C=CC=2N(N1)C(=CN2)C2=CC(=NC=N2)N2C[C@H](OCC2)CNS(=O)(=O)C (S)-N-((4-(6-(6-Methylimidazo[1,2-b]pyridazin-3-yl)pyrimidin-4-yl)morpholin-2-yl)methyl)methanesulfonamide